N6-(1-acryloylpiperidin-4-yl)-N4-(3-chloro-4-fluorophenyl)-7-methoxyquinazoline-4,6-diamine C(C=C)(=O)N1CCC(CC1)NC=1C=C2C(=NC=NC2=CC1OC)NC1=CC(=C(C=C1)F)Cl